CC1(CN(C1)CC(=O)NC=1C=C(C(=NC1)C)NC(=O)C=1N=NN2C1C=CC(=C2)C=2C=NN(C2)CCOC)C N-(5-(2-(3,3-dimethylazetidin-1-yl)acetamido)-2-methylpyridin-3-yl)-6-(1-(2-methoxyethyl)-1H-pyrazol-4-yl)-[1,2,3]triazolo[1,5-a]pyridine-3-carboxamide